6-bromo-4-methyl-2,3-dihydrobenzofuran-3-amine BrC1=CC2=C(C(CO2)N)C(=C1)C